7-methyl-1-[[3-[(1R,5S,6R)-3-phenyl-3-azabicyclo[3.1.0]hexan-6-yl]-1,2,4-oxadiazol-5-yl]methyl]purin-6-one CN1C=NC=2N=CN(C(C12)=O)CC1=NC(=NO1)C1[C@H]2CN(C[C@@H]12)C1=CC=CC=C1